BrC=1C=C2C=CC(NC2=NC1)=O 6-Bromo-1,8-naphthyridin-2(1H)-one